COC1=CC(=NC=N1)OCC=O 2-((6-methoxypyrimidin-4-yl)oxy)ethan-1-one